2-hydroxy-2-(3,3',4'-trifluoro-[1,1'-biphenyl]-4-yl)acetic acid OC(C(=O)O)C1=C(C=C(C=C1)C1=CC(=C(C=C1)F)F)F